bis(2-methyl-3-furyl) disulfide CC=1OC=CC1SSC1=C(OC=C1)C